5-n-butyl-nitrosoamino-4-phenoxybenzoic acid C(CCC)C=1C(=CC(=C(C(=O)O)C1)NN=O)OC1=CC=CC=C1